(E)-N-((2-chloro-6-fluoropyridin-3-yl)methylene)-2-methylpropan-2-sulfinamide ClC1=NC(=CC=C1\C=N\S(=O)C(C)(C)C)F